IC1=CN(C2=C(N=CC=C21)OC)C 3-iodo-7-methoxy-1-methyl-1H-pyrrolo[2,3-c]pyridine